7-methyl-6-(4,4,5,5-tetramethyl-1,3,2-dioxaborolan-2-yl)-3,4-dihydroisoquinolin-1(2H)-one CC1=C(C=C2CCNC(C2=C1)=O)B1OC(C(O1)(C)C)(C)C